(6S)-6-[2-Chloro-3-(4-fluoro-anilino)phenyl]-3-(3-hydroxy-3-methylcyclobutyl)-2-imino-6-methylhexahydropyrimidin-4-one ClC1=C(C=CC=C1NC1=CC=C(C=C1)F)[C@@]1(CC(N(C(N1)=N)C1CC(C1)(C)O)=O)C